[Ni-6](=O)(=O)(=O)=O nickelous tetroxide